[Pt].C(CCC(=O)O)(=O)O.C(CCC(=O)O)(=O)O bis(butanedioic acid) platinum